C1(CCC1)N1C[C@@H](CCC1)NC1=NN=C(C=2N1N=CC2)C2=C(C=C(C=C2)C)O (R)-2-(7-((1-cyclobutylpiperidin-3-yl)amino)pyrazolo[1,5-d][1,2,4]triazin-4-yl)-5-methylphenol